FC1=C(COC2=C(C#N)C(=CC=C2)NC2=NC(=NC=C2OC)NC2=CC=C(C=C2)N2CCNCC2)C=CC=C1 2-((2-fluorobenzyl)oxy)-6-((5-methoxy-2-((4-(piperazin-1-yl)phenyl)amino)pyrimidin-4-yl)amino)benzonitrile